(S)-N-(1-(5-(cyclopropanecarbonyl)-5,6,7,8-tetrahydro-1,5-naphthyridin-2-yl)-2,2,2-trifluoroethyl)-4-fluorobenzamide C1(CC1)C(=O)N1C=2C=CC(=NC2CCC1)[C@@H](C(F)(F)F)NC(C1=CC=C(C=C1)F)=O